2-chloro-6-methoxynicotinonitrile ClC1=C(C#N)C=CC(=N1)OC